FC(C1=CC=C(OC=2OC3=C(N2)C=CC=C3)C=C1)(F)F 2-(4-(trifluoromethyl)phenoxy)benzo[d]oxazole